C12NCC(C1N1C(=CC=3C(=NC=4C(=C(C(=CC4C31)CCC#N)C3=C(C(=CC=C3)Cl)Cl)F)C)C3N(CC(C3)OC3CC3)C(=O)C3CC3)C2 3-(1-(2-azabicyclo[2.1.1]hexan-5-yl)-2-(1-(cyclopropanecarbonyl)-4-cyclopropoxypyrrolidin-2-yl)-7-(2,3-dichlorophenyl)-6-fluoro-4-methyl-1H-pyrrolo[3,2-c]quinolin-8-yl)propanenitrile